cis-2,6-nondienol C(\C=C/CCC=CCC)O